methyl iminodiacetate 4-iodophenyl-borate Methyl-2,4-dichloro-3-cyanobenzoate COC(C1=C(C(=C(C=C1)Cl)C#N)Cl)=O.IC1=CC=C(C=C1)OB(O)O.N(CC(=O)O)CC(=O)OC